CS1C(=C(C(=C1Br)N)N)C(=O)O.CS1C(=C(C(=C1Br)NC(=O)OC(C)(C)C)N)C(=O)O.OCCNC=1C=2N=CN([C@H]3[C@H](O)[C@H](O)[C@@H](CO)O3)C2N=CN1 N-(2-hydroxyethyl)adenosine Methyl-3-amino-5-bromo-4-((tert-butoxycarbonyl)amino)thiophene-2-carboxylate Methyl-3,4-diamino-5-bromothiophene-2-carboxylate